C1(=CC=CC=C1)C1=NC2=CC=CC=C2C(=N1)O 2-phenylquinazolin-4-ol